2-[4-(4-aminophenoxy)phenyl]-2-[4-(4-aminophenoxy)-3-methylphenoxy]-butane NC1=CC=C(OC2=CC=C(C=C2)C(C)(CC)OC2=CC(=C(C=C2)OC2=CC=C(C=C2)N)C)C=C1